3-(4-(4-(((1-(4-aminophenyl)piperidin-4-yl)methyl)amino)piperidin-1-yl)phenyl)piperidine-2,6-dione NC1=CC=C(C=C1)N1CCC(CC1)CNC1CCN(CC1)C1=CC=C(C=C1)C1C(NC(CC1)=O)=O